cyanoselenium C(#N)[Se]